C(CCCCCCC\C=C/CCCCCCCC)(=O)NCN(C)CCC oleamidyl-propyl-dimethylamine